N-[2,5-difluoro-4-(trifluoromethyl)phenyl]-5-(5-methyl-2-pyridyl)-1H-pyrrole-3-sulfonamide FC1=C(C=C(C(=C1)C(F)(F)F)F)NS(=O)(=O)C1=CNC(=C1)C1=NC=C(C=C1)C